6-chloro-4-(prop-2-yl)pyridazin-3-amine ClC1=CC(=C(N=N1)N)C(C)C